(2-Chloro-6-cyanophenyl)carbamic acid ethyl ester C(C)OC(NC1=C(C=CC=C1C#N)Cl)=O